N-ethyl-N-(2-methoxyphenyl)piperidinium C(C)[N+]1(CCCCC1)C1=C(C=CC=C1)OC